7-(2,8-dimethylimidazo[1,2-b]pyridazin-6-yl)-2-[(7S)-4-azaspiro[2.5]oct-7-yl]thiazolo[3,2-a]pyrimidin-5-one CC=1N=C2N(N=C(C=C2C)C=2N=C3N(C(C2)=O)C=C(S3)[C@H]3CCNC2(CC2)C3)C1